CN1C(=CC=2C1=NC(=CC2)C=2C=NNC2)C(=O)O 1-methyl-6-(1H-pyrazol-4-yl)pyrrolo[2,3-b]pyridine-2-carboxylic acid